N1C(CCC1)C(=O)[O-] pyrrolidin-2-yl-carboxylate